OC=1C(=CC2=CC=CC=C2C1)C(=O)NC1=C(C=CC(=C1)OC)OC 3-Hydroxy-N-(2,5-dimethoxyphenyl)-2-naphthylcarboxamide